5-ethyl-5-hydroxyheptyl-3,7-dimethyl-1H-purine-2,6(3H,7H)-dione C(C)C(CCCCN1C(N(C=2N=CN(C2C1=O)C)C)=O)(CC)O